4,4'-methylenedibenzoic acid C(C1=CC=C(C(=O)O)C=C1)C1=CC=C(C(=O)O)C=C1